(S)-5-amino-4-(4-((6-((1-(4-cyano-2-fluorophenyl)piperidin-4-yl)thio)-2-fluoropyridin-3-yl)methoxy)-1-oxoisoindolin-2-yl)-5-oxopentanoic acid tert-butyl ester C(C)(C)(C)OC(CC[C@@H](C(=O)N)N1C(C2=CC=CC(=C2C1)OCC=1C(=NC(=CC1)SC1CCN(CC1)C1=C(C=C(C=C1)C#N)F)F)=O)=O